N-acetyl-N-(1-(3-(benzyl(methyl)amino)propyl)-2,3-dimethyl-1,5,6,7,8,9-hexahydrocyclohepta[b]pyrrolo[3,2-e]pyridin-4-yl)acetamide C(C)(=O)N(C(C)=O)C1=C2C(=NC3=C1C(=C(N3CCCN(C)CC3=CC=CC=C3)C)C)CCCCC2